Cl.COC(=O)[C@@H]1CNCC1 (S)-pyrrolidine-3-carboxylic acid methyl ester hydrochloride